C(C)(=O)NC=1C(=C(C(=C(C(=O)NCC(CO)O)C1I)I)C(=O)NCC(CO)O)I 5-acetamido-N1,N3-bis(2,3-dihydroxypropyl)-2,4,6-triiodoisophthalamide